1-[2-(3-fluoroazetidin-1-yl)-2-oxo-ethyl]-3-methyl-6-(4-methylthiazol-2-yl)imidazo[4,5-b]pyridin-2-one FC1CN(C1)C(CN1C(N(C2=NC=C(C=C21)C=2SC=C(N2)C)C)=O)=O